3-Amino-4-bromo-5-methylthiophene-2-carboxylic acid methyl ester COC(=O)C=1SC(=C(C1N)Br)C